C[C@@H]1NC2(CC2)C(C(C1)=O)C(=O)OCC ethyl (5S)-5-methyl-7-oxo-4-azaspiro[2.5]octane-8-carboxylate